CN(CCNC(=O)C1=CC2=C(N=C(S2)CNC(=O)C2(CC3=CC=CC=C3C2)CC(=O)O)C=C1)C 2-[2-[[6-[2-(dimethylamino)ethylcarbamoyl]-1,3-benzothiazol-2-yl]methylcarbamoyl]indan-2-yl]acetic acid